methyl 8-phenyl-6,8-dihydro-5H-[1,2,4]triazolo[5,1-c][1,4]oxazine-2-carboxylate C1(=CC=CC=C1)C1OCCN2C1=NC(=N2)C(=O)OC